C(C1=CC=CC=C1)OC1=CC=C(OC2=C(C=C3C=NN(C3=C2)C)C(=O)N)C=C1 6-(4-benzyloxyphenoxy)-1-methyl-indazole-5-carboxamide